[Si](C)(C)(C(C)(C)C)O[C@@H]([C@@H](CO)N1CCS(CC1)(=O)=O)C 4-((2r,3r)-3-((tert-butyldimethylsilyl)oxy)-1-hydroxybut-2-yl)thiomorpholine 1,1-dioxide